4-(2-((4-(2-(2-aminopyridin-3-yl)-6-phenyl-3H-imidazo[4,5-b]pyridin-3-yl)benzyl)amino)ethyl)-2-hydroxybenzaldehyde NC1=NC=CC=C1C1=NC=2C(=NC=C(C2)C2=CC=CC=C2)N1C1=CC=C(CNCCC2=CC(=C(C=O)C=C2)O)C=C1